4-((2S,3R,4R,5R)-3-(2-(difluoromethoxy)-3,4-difluorophenyl)-4,5-dimethyl-5-(trifluoromethyl)tetrahydrofuran-2-carboxamido)picolinamide FC(OC1=C(C=CC(=C1F)F)[C@@H]1[C@H](O[C@]([C@@H]1C)(C(F)(F)F)C)C(=O)NC1=CC(=NC=C1)C(=O)N)F